3-phenyl-propen-2-al C1=CC=C(C=C1)/C=C/C=O